7-hydroxy-6-methoxy-4-methyl-3-(2-morpholino-2-oxoethyl)-2-oxo-2H-chromene-8-carbaldehyde OC1=C(C=C2C(=C(C(OC2=C1C=O)=O)CC(=O)N1CCOCC1)C)OC